N-(2,3-Dimethylphenyl)-6-morpholin-4-yl-N1-quinolin-6-yl-[1,3,5]triazine-2,4-diamine CC1=C(C=CC=C1C)NC1N(C(=NC(=N1)N)N1CCOCC1)C=1C=C2C=CC=NC2=CC1